C(CCCCCCCCCCC)C=1OC=CC1 2-dodecylfuran